C(C)(C)C1=CC=C(C=C1)C1=CC(=CC(=C1)C(NCC1=CC=C(C=C1)C)=O)/C=C/C(=O)OC Methyl (E)-3-(4'-isopropyl-5-((4-methylbenzyl)carbamoyl)-[1,1'-biphenyl]-3-yl)acrylate